(E)-3-phenyl-2-propen-1-ol C1(=CC=CC=C1)/C=C/CO